2,2,4,4-tetrafluorobutane FC(C)(CC(F)F)F